N1(N=NC=C1)C[C@@H]1CN(C(O1)=O)C1=CC(=C(C=C1)N1CCN(CC1)C1COC1)F (S)-5-((1H-1,2,3-triazol-1-yl)methyl)-3-(3-fluoro-4-(4-(oxetan-3-yl)piperazin-1-yl)phenyl)oxazolidin-2-one